2-(6-((5-(5-(difluoromethyl)-1,3,4-oxadiazol-2-yl)pyrimidin-2-yl)amino)-4-phenyl-1H-benzo[d]imidazol-1-yl)ethan-1-ol FC(C1=NN=C(O1)C=1C=NC(=NC1)NC=1C=C(C2=C(N(C=N2)CCO)C1)C1=CC=CC=C1)F